C(C=C)S[C@@H]1[C@H](CC1)CO ((1R,2S)-2-(ALLYLTHIO)CYCLOBUTYL)METHANOL